(2S,4R)-1-[(2S)-2-(4-cyclopropyltriazol-1-yl)-3,3-dimethyl-butanoyl]-4-hydroxy-N-[[2-(2-propoxyphenoxy)-3-pyridyl]methyl]pyrrolidine-2-carboxamide C1(CC1)C=1N=NN(C1)[C@H](C(=O)N1[C@@H](C[C@H](C1)O)C(=O)NCC=1C(=NC=CC1)OC1=C(C=CC=C1)OCCC)C(C)(C)C